di(2-methoxyethyl)ether COCCOCCOC